NC(C(C(CC1=CC=CC=C1)NC(=O)C=1C(=NN(C1)C)C1=CC=C(C=C1)I=C1C(OC2(CCCC2)OC1=O)=O)=O)=O N-(4-amino-3,4-dioxo-1-phenylbutan-2-yl)-3-(4-((7,9-dioxo-6,10-dioxaspiro[4.5]decan-8-ylidene)-λ3-iodanyl)phenyl)-1-methyl-1H-pyrazole-4-carboxamide